C1(CC1)N1N=CC(=C1)OC1CN(C1)C=1N=C(C=2N=C(N(C(C2N1)=O)C)C(F)(F)F)C1=C(C=C(C=C1)F)F 6-(3-((1-cyclopropyl-1H-pyrazol-4-yl)oxy)azetidin-1-yl)-8-(2,4-difluorophenyl)-3-methyl-2-(trifluoromethyl)pyrimido[5,4-d]pyrimidin-4(3H)-one